ClC1=CC=C2C(=CNC2=C1C1=NC=CN=C1)S(=O)(=O)NC1=NC(=C(C(=N1)OC)OCCF)OC 6-chloro-N-[5-(2-fluoroethoxy)-4,6-dimethoxy-pyrimidin-2-yl]-7-pyrazin-2-yl-1H-indole-3-sulfonamide